C1(=CC=CC=C1)N1NC(=CC1C1=CC=C(C=C1)N(C1=CC=CC=C1)C1=CC=CC=C1)C1=CC2=CC=CC=C2C=C1 1-phenyl-3-(2-naphthyl)-5-(4-diphenylaminophenyl)pyrazoline